C(=O)(O)CN(C1=NC2=CC=C(C=C2C(=C1)C1=C(C(=O)O)C=CC=C1)CCCCCC)C 2-{2-[(carboxymethyl)(methyl)amino]-6-hexylquinolin-4-yl}benzoic acid